(S)-benzyl (2-(2-((3-(4-(7-fluoroquinolin-4-yl)piperazine-1-carbonyl)pyrrolidin-1-yl)sulfonyl)-1H-imidazol-1-yl)ethyl)carbamate FC1=CC=C2C(=CC=NC2=C1)N1CCN(CC1)C(=O)[C@@H]1CN(CC1)S(=O)(=O)C=1N(C=CN1)CCNC(OCC1=CC=CC=C1)=O